4-(4-((2-aminoethyl)amino)-8-fluoro-2-(((2R,7aS)-2-fluorotetrahydro-1H-pyrrolizin-7a(5H)-yl)methoxy)-5-isopropoxypyrido[4,3-d]pyrimidin-7-yl)-5-ethynyl-6-fluoronaphthalen-2-ol NCCNC=1C2=C(N=C(N1)OC[C@]13CCCN3C[C@@H](C1)F)C(=C(N=C2OC(C)C)C2=CC(=CC1=CC=C(C(=C21)C#C)F)O)F